7-(3,5-Difluorobenzyl)-4-(4-(trifluoromethyl)benzyl)-2,4,6,7,8,9-hexahydroimidazo[1,2-a]pyrido[3,4-e]pyrimidin-5(1H)-one FC=1C=C(CN2CC=3C(N(C=4N(C3CC2)CCN4)CC4=CC=C(C=C4)C(F)(F)F)=O)C=C(C1)F